2-(azetidin-1-yl)-2-methylpropionate hydrochloride Cl.N1(CCC1)C(C(=O)O)(C)C